3-Methyl-1,3,5-Tris(cyanoethoxy)pentan CC(CCOCCC#N)(CCOCCC#N)OCCC#N